NS(=NC(CC1=C(C=C(C=C1C(C)C)N1N=CC=C1)C(C)C)=O)(=O)C1=CN=C(S1)C(C)(C)O N-(amino(2-(2-hydroxypropan-2-yl)thiazol-5-yl)(oxo)-λ6-sulfaneylidene)-2-(2,6-diisopropyl-4-(1H-pyrazol-1-yl)phenyl)acetamide